FC=1C=C(C=CC1F)NC(=O)NC1=CC(=C(C=C1)OC)C=1N(N=CC1)C(C)C 1-(3,4-Difluoro-phenyl)-3-[3-(2-isopropyl-2H-pyrazol-3-yl)-4-methoxy-phenyl]-urea